FC(S(=O)(=O)[O-])(F)F.C(C)(C)(C)C=1C=C(C=C(C1)C(C)(C)C)N1C=[N+](C=C1)C1=CC(=CC(=C1)C(C)(C)C)C(C)(C)C 1,3-bis(3,5-di-tert-butylphenyl)-1H-imidazole-3-ium trifluoromethanesulfonate